2-Chloro-5-(difluoromethoxy)thiazolo[5,4-b]pyridine ClC=1SC2=NC(=CC=C2N1)OC(F)F